[N+](=O)([O-])C1=CC(=C(C=C1)NC1=NC2=CC=CC=C2C(=C1)C(F)(F)F)OC N-(4-nitro-2-methoxyphenyl)-4-trifluoromethylquinolin-2-amine